BrC1=CC(=C(C(=O)OC)C=C1F)N1C2COCC1CC2 Methyl 4-bromo-5-fluoro-2-(3-oxa-8-azabicyclo[3.2.1]octan-8-yl)benzoate